CN1CCN(CC1)C1CCC(CC1)N1N=C(C=2C(=NC=CC21)N)C2=CC=C(C=C2)OC2=CC=CC=C2 1-(4-(4-methylpiperazin-1-yl)cyclohexyl)-3-(4-phenoxyphenyl)-1H-pyrazolo[4,3-c]pyridin-4-amine